C(C(C)C)NC1=NC(=NC=C1C(=O)N)NC1=CC2=C(OC[C@H](CN2)O)C=C1 4-(isobutylamino)-2-(((S)-2,3,4,5-tetrahydro-3-hydroxybenzo[b][1,4]oxazepin-7-yl)amino)pyrimidine-5-carboxamide